NN1CCN(CC1)C1=CC=C(C=C1)C1=CC=C2CN(C(C2=C1)=O)[C@@H](C=1NC2=CC=CC=C2C1)C1=C(C=CC(=C1)F)O (R)-6-(4-(4-aminopiperazin-1-yl)phenyl)-2-((5-fluoro-2-hydroxyphenyl)(1H-indol-2-yl)methyl)-isoindolin-1-one